ClC=1N=CC2=C(N1)N(C(=C2F)C2CC2)C2=CC=CC(=N2)N=S(=O)(C)C ((6-(2-chloro-6-cyclopropyl-5-fluoro-7H-pyrrolo[2,3-d]pyrimidin-7-yl)pyridin-2-yl)imino)dimethyl-λ6-sulfanone